C1(CCCCC1)C1=CC(=NN(C1=O)C=1C=NC=C(C1)C=1N(N=NC1)C)C(=O)O 5-Cyclohexyl-1-[5-(3-methyltriazol-4-yl)-3-pyridyl]-6-oxo-pyridazine-3-carboxylic acid